(R)-2-(3-fluoro-2-methoxy-5-((4-methyloxazol-5-yl)methyl)phenyl)-2-((R)-3-((5-(5,6,7,8-tetrahydro-1,8-naphthyridin-2-yl)pentyl)oxy)pyrrolidin-1-yl)acetic acid FC=1C(=C(C=C(C1)CC1=C(N=CO1)C)[C@H](C(=O)O)N1C[C@@H](CC1)OCCCCCC1=NC=2NCCCC2C=C1)OC